C(C)(C)(C)OC(=O)N1CC2C(C1)CC(C2)NC2=C(C=NC1=NC(=CC=C21)OC)C(=O)O 4-((2-(tert-butoxycarbonyl)octahydrocyclopenta[c]pyrrol-5-yl)amino)-7-methoxy-1,8-naphthyridine-3-carboxylic acid